NC1=C(C=CC2=CC=CC=C12)N=NC=1C=NC(=CC1)C1=CC(=CC=C1)C#N 4-Amino-3-[6-(3-cyanophenyl)pyridin-3-ylazo]naphthalin